N-(1-tert-butyl-1H-pyrazol-4-yl)-2-(1H-pyrazol-4-yl)-1,3-thiazole-4-carboxamide C(C)(C)(C)N1N=CC(=C1)NC(=O)C=1N=C(SC1)C=1C=NNC1